tert-butyl 1-(2-isopropylpyridin-3-yl)-3-(trifluoromethyl)-5,6-dihydroimidazo[1,5-a]pyrazine-7(8H)-carboxylate C(C)(C)C1=NC=CC=C1C=1N=C(N2C1CN(CC2)C(=O)OC(C)(C)C)C(F)(F)F